1,3-bis(dicyanomethylene)indene-diphenyl-iodonium salt C1(=CC=CC=C1)[I+]C1=CC=CC=C1.C(#N)C(=C1CC(C2=CC=CC=C12)=C(C#N)C#N)C#N